C1(CC1)C=1C(=NON1)C(=O)N[C@H](C=1N=C2N(N=CC(=C2)C[C@@H]2C(N[C@H](C2)C(C)C)=O)C1)C1CCC(CC1)(F)F |o1:21,24| 4-Cyclopropyl-N-[(S)-(4,4-difluorocyclohexyl)-[7-[[(3S*,5R*)-5-isopropyl-2-oxo-pyrrolidin-3-yl]methyl]imidazo[1,2-b]pyridazin-2-yl]methyl]-1,2,5-oxadiazole-3-carboxamide